(4R)-4-[4-[3-(4-ethoxy-3-methoxy-phenyl)-1,2,4-oxadiazol-5-yl]piperidine-1-carbonyl]-1-phenyl-pyrrolidin-2-one C(C)OC1=C(C=C(C=C1)C1=NOC(=N1)C1CCN(CC1)C(=O)[C@@H]1CC(N(C1)C1=CC=CC=C1)=O)OC